Methyl 4-(((4-((7-chloroquinolin-4-yl)amino)pentyl)(2-hydroxyethyl)amino)methyl)-3-methoxybenzoate ClC1=CC=C2C(=CC=NC2=C1)NC(CCCN(CCO)CC1=C(C=C(C(=O)OC)C=C1)OC)C